CCCCCCCC(=O)[O-].[Na+] Sodium n-Octanoate